(R)-7-(8-Aminooct-6-yn-1-yl)-N-(1-(3-bromophenyl)ethyl)-6-methoxy-2-methylquinazolin-4-amine NCC#CCCCCCC1=C(C=C2C(=NC(=NC2=C1)C)N[C@H](C)C1=CC(=CC=C1)Br)OC